tetra-n-butylammonium monobutyl-carbonate C(CCC)OC([O-])=O.C(CCC)[N+](CCCC)(CCCC)CCCC